4-chloro-7-methoxy-1-methyl-1H-imidazo[4,5-d]pyridazine ClC1=C2C(=C(N=N1)OC)N(C=N2)C